butyl-Triphenylphosphine Bromide [Br-].C(CCC)C1=C(C=CC=C1)P(C1=CC=CC=C1)C1=CC=CC=C1